2-chloro-4-(3-(dibenzothiophen-4-yl)phenyl)-6-phenyl-1,3,5-triazine ClC1=NC(=NC(=N1)C1=CC(=CC=C1)C1=CC=CC2=C1SC1=C2C=CC=C1)C1=CC=CC=C1